2'',3''-dimethyldispiro[[1,3]dioxolane-2,1'-cyclohexane-4',1''-indene] CC=1C2(C3=CC=CC=C3C1C)CCC1(CC2)OCCO1